1-(9H-fluoren-9-yl)-13-methyl-3,6-dioxo-2,9,12-trioxa-4,7-diazatetradecan-14-oic acid C1=CC=CC=2C3=CC=CC=C3C(C12)COC(NCC(NCOCCOC(C(=O)O)C)=O)=O